C(C)C1(CCC(CC1)NC=1N=C(C2=C(N1)NC=C2C=2C=CC=1N(C2)C=CN1)OC)O trans-1-ethyl-4-((5-(imidazo[1,2-a]pyridin-6-yl)-4-methoxy-7H-pyrrolo[2,3-d]pyrimidin-2-yl)amino)cyclohexan-1-ol